ClC=1N=CC=C2C1N(C(=C2)C(=O)OCC)C ethyl 7-chloro-1-methylpyrrolo[2,3-c]pyridine-2-carboxylate